1-{imidazo[1,5-a]pyridin-1-yl}methanamine hydrochloride Cl.C=1(N=CN2C1C=CC=C2)CN